3-(4-(Aminomethyl)-4-fluoropiperidin-1-yl)-6-((2,3-dichlorophenyl)-thio)pyrazin-2(1H)-on NCC1(CCN(CC1)C=1C(NC(=CN1)SC1=C(C(=CC=C1)Cl)Cl)=O)F